O=P(=O)OP(=O)=O The molecule is a divalent inorganic anion obtained by removal of both protons from diphosphonic acid. It is a phosphorus oxoanion and a divalent inorganic anion. It is a conjugate base of a diphosphonate(1-).